CC1(OCCO1)CN1N=NN=C1S 1-[(2-methyl-1,3-dioxolan-2-yl)methyl]tetrazole-5-thiol